NC1=NC=CC(=N1)CN1C(C=C(C=C1)C1=NN(C2=CC=CC=C12)C1=CC=C(C=C1)C(F)(F)F)=O 1-((2-aminopyrimidin-4-yl)methyl)-4-(1-(4-(trifluoromethyl)phenyl)-1H-indazol-3-yl)pyridin-2(1H)-one